C(#N)CC1CCC(N1C(=O)OC(C)(C)C)(C)C tert-Butyl 5-(cyanomethyl)-2,2-dimethyl-pyrrolidine-1-carboxylate